N-((1s,4s)-4-aminocyclohexyl)acetamide NC1CCC(CC1)NC(C)=O